CS(=O)(=O)C=1C=C(C=C(C1)C(F)(F)F)N1C(N(C(C1)=O)C1=CC=C(C=C1)OC=1C=C2C(=NC1)NN=C2)=O 1-[3-(methylsulfonyl)-5-(trifluoromethyl)phenyl]-3-[4-(1H-pyrazolo[3,4-b]pyridin-5-yloxy)phenyl]-2,4-imidazolidinedione